C12N(CC(NC1)CC2)C=2C1=C(N=C(N2)OC[C@H]2N(CCC2)C)C(=C(N=C1)C1=CC(=CC2=CC=C(C(=C12)C#C)F)O)F 4-(4-(2,5-Diazabicyclo[2.2.2]octan-2-yl)-8-fluoro-2-(((S)-1-methylpyrrolidin-2-yl)methoxy)pyrido[4,3-d]pyrimidin-7-yl)-5-ethynyl-6-fluoronaphthalen-2-ol